6-fluoro-4-(4-(2-(2-oxo-1,2-dihydroquinolin-7-yl)ethyl)piperazin-1-yl)benzofuran-2-carboxamide FC1=CC2=C(C=C(O2)C(=O)N)C(=C1)N1CCN(CC1)CCC1=CC=C2C=CC(NC2=C1)=O